5,8-dibromo-1-(3-fluoro-4-methylbenzyl)-2-oxo-2,3-dihydro-1H-benzo[b]azepine-4-carbaldehyde BrC=1C2=C(N(C(CC1C=O)=O)CC1=CC(=C(C=C1)C)F)C=C(C=C2)Br